(R)-3-((4-bromo-2-nitro-5-(trifluoromethyl)phenyl)amino)piperidine-1-carboxylic acid tert-butyl ester C(C)(C)(C)OC(=O)N1C[C@@H](CCC1)NC1=C(C=C(C(=C1)C(F)(F)F)Br)[N+](=O)[O-]